Thiazolo[4,5-b]pyridin-6-yl 3-[4-(4-chlorothiazol-2-yl)-1H-1,2,3-triazol-1-yl]-3-deoxy-2-O-methyl-1-thio-α-D-galactopyranoside ClC=1N=C(SC1)C=1N=NN(C1)[C@@H]1[C@H]([C@@H](SC=2C=C3C(=NC2)N=CS3)O[C@@H]([C@@H]1O)CO)OC